N1CCC(=CC1)N1C(NC2=C1C=CC=C2)=O 1-(1,2,3,6-tetrahydro-4-pyridinyl)-2-benzimidazolone